OC=1C=C2CCCC2=C(C1)O 5,7-dihydroxyindan